7-Bromo-1,1,1-trifluoroheptan-2-one BrCCCCCC(C(F)(F)F)=O